C(CC1=CC=CC=C1)N1CC2(C(C1)C(=O)OC)CCN(CC2)CC2=NC=CC=C2 Methyl 2-phenethyl-8-(pyridin-2-ylmethyl)-2,8-diazaspiro[4.5]decane-4-carboxylate